S(=O)(=O)(ON1[C@@H]2CC[C@H](N(C1=O)C2)C(NS(=O)(=O)C2CC(CC2)NC)=N)O (2S,5R)-2-(N-((3-(methylamino) cyclopentyl) sulfonyl) carbamimidoyl)-7-oxo-1,6-diazabicyclo[3.2.1]octan-6-yl hydrogen sulfate